COC1=C(C=C(C(=C1)[N+](=O)[O-])OC)CCNCC1=CC=C(C=C1)C [2-(2,5-dimethoxy-4-nitrophenyl)ethyl][(4-methylphenyl)methyl]amine